N-[5-[[1-(difluoromethyl)pyrazol-3-yl]carbamoyl]-4-fluoro-2-methylphenyl]-2-methyl-1,3-thiazole-5-carboxamide FC(N1N=C(C=C1)NC(=O)C=1C(=CC(=C(C1)NC(=O)C1=CN=C(S1)C)C)F)F